NC1=NC=NN2C1=CC=C2[C@H]2[C@@H]([C@@H]([C@@](O2)(C#N)COP(=O)(OC2=CC=CC=C2)N[C@@H](C)C(=O)OC)O)O methyl (((S)-((2R,3S,4R,5S)-5-(4-aminopyrrolo[2,1-f][1,2,4]triazin-7-yl)-2-cyano-3,4-dihydroxytetrahydrofuran-2-yl) methoxy) (phenoxy) phosphoryl)-L-alaninate